F[C@H]1CN(CC[C@H]1NC1=C2C=C(N(C2=CC=C1)CC(F)(F)F)C#CCNC1=C(C=C(C(=O)O)C=C1)OC)CC(C)O 4-{[3-(4-{[(3S,4R)-3-fluoro-1-(2-hydroxypropyl)piperidin-4-yl]amino}-1-(2,2,2-trifluoroethyl)-1H-indol-2-yl)prop-2-yn-1-yl]amino}-3-methoxybenzoic acid